C1=CC=CC=2C(C3=C(CCC21)C=CC=C3)N3CCN2C3=NC(=C(C2=O)O)C(=O)NC=2C=NOC2 1-(10,11-dihydro-5H-dibenzo[a,d][7]annulen-5-yl)-6-hydroxy-N-(isoxazol-4-yl)-5-oxo-1,2,3,5-tetrahydroimidazo[1,2-a]pyrimidine-7-carboxamide